CC(C(C)O)C=CC1C(C(=CC1)C)(C)C 3-methyl-5-[2,2,3-trimethylcyclopent-3-en-1-yl]pent-4-en-2-ol